N-(1-(4-Aminophenyl)-2-(benzylamino)-2-oxoethyl)-N-(3-chlorophenyl)-2-fluoroacrylamide NC1=CC=C(C=C1)C(C(=O)NCC1=CC=CC=C1)N(C(C(=C)F)=O)C1=CC(=CC=C1)Cl